C[C@@H]1NC(=O)[C@H](CC(=O)O)NC1=O ASPARTYL-ALANYL-DIKETOPIPERAZINE